[Si](C1=CC=CC=C1)(C1=CC=CC=C1)(C(C)(C)C)OCCN(CC[C@H](CSC1=CC=CC=C1)NC1=C(C=C(C=C1)S(=O)(=O)N)S(=O)(=O)C(F)(F)F)CC (R)-4-((4-((2-((tert-butyldiphenylsilyl)oxy)ethyl)(ethyl)amino)-1-(phenylthio)butan-2-yl)amino)-3-((trifluoromethyl)sulfonyl)benzenesulfonamide